ClC1=CC=C(C=C1)C1=NN(C[C@H]1C1=CC=CC=C1)S(=O)(=O)C1=CC=C(C=C1)C(F)(F)F (R,E)-3-(4-chlorophenyl)-4-phenyl-N-((4-(trifluoromethyl)phenyl)sulfonyl)-4,5-dihydro-1H-pyrazole